5-(1-ethyl-3-(trifluoromethyl)-1H-pyrazol-4-yl)-3,4-dihydroisoquinolin-1(2H)-one C(C)N1N=C(C(=C1)C1=C2CCNC(C2=CC=C1)=O)C(F)(F)F